C(C1=CC=CC=C1)C1=NN(C(=C1)C1=CC2=C(N=C(S2)NC(=O)C2CC2)C=C1)CC1=CC=C(C(=O)NO)C=C1 4-{[3-benzyl-5-(2-(cyclopropanecarboxamido)benzo[d]thiazol-6-yl)-1H-pyrazol-1-yl]methyl}-N-hydroxybenzamide